3-Ethyl-3-(3a-methyl-2,3,3a,4-tetrahydro-1H-cyclopenta[b]quinolin-7-yl)piperidine-2,6-dione C(C)C1(C(NC(CC1)=O)=O)C1=CC=2C=C3C(NC2C=C1)(CCC3)C